pentane-1,2-dithiol C(C(CCC)S)S